1-(((S)-oxetan-2-yl)methyl)-2-((S)-1-(4-(6-((1-(2,2,2-triFluoroethyl)-1H-indazol-6-yl)methoxy)pyridin-2-yl)piperidin-1-yl)ethyl)-1H-benzo[d]imidazole-6-carboxylate O1[C@@H](CC1)CN1C(=NC2=C1C=C(C=C2)C(=O)[O-])[C@H](C)N2CCC(CC2)C2=NC(=CC=C2)OCC2=CC=C1C=NN(C1=C2)CC(F)(F)F